5-(hex-3-enoyl)amino-3-(1-propylpiperidin-4-yl)-pyrrolo[3,2-b]pyridine C(CC=CCC)(=O)NC1=CC=C2C(=N1)C(=CN2)C2CCN(CC2)CCC